3-endo-(8-{2-[(2,6-difluorobenzyl)-(2-hydroxy-acetyl)Amino]Ethyl}-8-azabicyclo[3.2.1]Oct-3-yl)Benzamide FC1=C(CN(CCN2C3CC(CC2CC3)C=3C=C(C(=O)N)C=CC3)C(CO)=O)C(=CC=C1)F